5-[4-(3-Hydroxy-4-methylphenyl)hexan-3-yl]-2-methylphenol OC=1C=C(C=CC1C)C(C(CC)C=1C=CC(=C(C1)O)C)CC